FC(OC1=CC=C2CC/C(/C2=C1)=C\CO)(F)F (E)-2-(6-Trifluoromethoxy-1-indanylidene)ethanol